2-amino-1-(6-fluoro-5-methyl-1H-indazol-4-yl)-5-(hydroxymethyl)-6-methyl-1H-pyrrolo[2,3-b]pyridine-3-carboxamide NC1=C(C=2C(=NC(=C(C2)CO)C)N1C1=C2C=NNC2=CC(=C1C)F)C(=O)N